O1C=COC=C1 para-dioxinine